4-chlorophenyl (Z)-N-morpholinobenzimidothioate O1CCN(CC1)\N=C(\C1=CC=CC=C1)/SC1=CC=C(C=C1)Cl